Methyl 2-(4-(methylsulfonyl)-1,4-diazepan-1-yl)propanoate CS(=O)(=O)N1CCN(CCC1)C(C(=O)OC)C